3-(3-bromo-4-hydroxyphenyl)-1-[3-(1-methylpyrazol-4-yl)quinoxalin-6-yl]Urea BrC=1C=C(C=CC1O)NC(NC=1C=C2N=C(C=NC2=CC1)C=1C=NN(C1)C)=O